sulfochromate S(=O)(=O)(O)[Cr](=O)(=O)([O-])[O-]